OSC1(CCCCC1)C1=CC2=C(N=CN=C2)N(C1=O)C 6-(4-hydroxythiocyclohexan-4-yl)-8-methyl-7H,8H-pyrido[2,3-d]Pyrimidin-7-one